CCC=CCCCCCC Deca-3-en